[Pd+2].ClC1C(CCCC1)(P(C1CCCCC1)C1CCCCC1)CC=CC chloro(crotyl)(tricyclohexylphosphine) palladium (II)